3-(4-(tert-butyl)benzoylamino)-5-(1-(4-isopropylphenyl)-1H-pyrazol-4-yl)benzofuran-2-carboxylic acid C(C)(C)(C)C1=CC=C(C(=O)NC2=C(OC3=C2C=C(C=C3)C=3C=NN(C3)C3=CC=C(C=C3)C(C)C)C(=O)O)C=C1